CN1CCC(CC1)OC([C@H](C)N=P(=O)OC1=C(C=CC=C1)OCC=1C=NC(=C(C1C=O)O)C)=O (2S)-2-(((4-formyl-5-hydroxy-6-methylpyridin-3-yl)methoxy)(phenoxy)phosphorylamino)propionic acid 1-methylpiperidin-4-yl ester